COC1=C(C=NC(=C1)C(F)(F)F)[C@@H]1[C@@H](O[C@]([C@H]1C)(C(F)(F)F)C)C(=O)NC1=CC(=NC=C1)C(=O)N (2R,3R,4S,5R)-4-[[3-[4-Methoxy-6-(trifluoromethyl)-3-pyridyl]-4,5-dimethyl-5-(trifluoromethyl)tetrahydrofuran-2-carbonyl]amino]pyridin-2-carboxamid